(S)-3-(2-fluoro-4-chlorophenyl)-N-(7-(3-hydroxyl-3-methylbut-1-yn-1-yl)-5-methyl-4-Oxo-2,3,4,5-tetrahydrobenzo[b][1,4]oxazepine-3-yl)imidazo[2,1-b]thiazole-6-carboxamide FC1=C(C=CC(=C1)Cl)C=1N2C(SC1)=NC(=C2)C(=O)N[C@@H]2C(N(C1=C(OC2)C=CC(=C1)C#CC(C)(C)O)C)=O